9,9'-spirobifluorene-2-ylboronic acid C1=C(C=CC=2C3=CC=CC=C3C3(C12)C1=CC=CC=C1C=1C=CC=CC13)B(O)O